C(C)(C)(C)OC(N(C)CC1=NC=C(C=C1)Br)=O ((5-bromopyridin-2-yl)methyl)(methyl)carbamic acid tert-butyl ester